(4-(1-naphthyl)phenoxy)-1H-1,2,3-triazole-4-carboxylic acid C1(=CC=CC2=CC=CC=C12)C1=CC=C(ON2N=NC(=C2)C(=O)O)C=C1